cyclopropyl(2-methyl-5-nitrophenyl)methanol C1(CC1)C(O)C1=C(C=CC(=C1)[N+](=O)[O-])C